(R)-6-Chloro-1-(4-(2-methoxyethoxy)-6-(3-methoxytetrahydrofuran-3-yl)pyridin-2-yl)-3-methyl-1H-pyrazolo[4,3-c]pyridine ClC1=CC2=C(C=N1)C(=NN2C2=NC(=CC(=C2)OCCOC)[C@]2(COCC2)OC)C